NCCCNCCC[Si](OC)(OC)C N-(gamma-aminopropyl)-gamma-aminopropyl-methyldimethoxysilane